FC1(CCN(CC1)CCN)F 2-(4,4-difluoropiperidin-1-yl)ethanamine